C1=CC(=CC=2C3=CC=CC=C3N(C12)C=1C=C(C=C(C1)N)N)C=1C=C(C=C(C1)N)N 5,5'-(9H-carbazole-3,9-diyl)bis(benzene-1,3-diamine)